C(C)N(CC)C(N(CC)CC)=NP(OC)(=O)F methyl (bis(diethylamino)methylene)phosphoramidofluoridate